OC=1C=C(/C=C/C2=CC(=C3O[C@@]4(C[C@H]([C@H](C([C@H]4CC3=C2)(C)C)O)O)C)OC)C=C(C1CC=C(C)C)OCC#C (2S,3R,4aR,9aR)-7-((E)-3-hydroxy-4-(3-methylbut-2-en-1-yl)-5-(prop-2-yn-1-yloxy)styryl)-5-methoxy-1,1,4a-trimethyl-2,3,4,4a,9,9a-hexahydro-1H-xanthene-2,3-diol